(1r,3r)-3-(aminomethyl)cyclobutan-1-ol C1C(CC1O)CN